Ethyl 3-((benzyloxy)methyl)-1,2,4-thiadiazole-5-carboxylate C(C1=CC=CC=C1)OCC1=NSC(=N1)C(=O)OCC